N(=C=S)C1SCSC1N=C=S 4,5-diisothiocyano-1,3-dithiolane